C(C)OC(C1=CC=C(C=C1)NC(=O)NC1=CC2=C(NC(N2)=O)C=C1)=O 4-(3-(2-oxo-2,3-dihydro-1H-benzo[d]imidazol-5-yl)ureido)benzoic acid ethyl ester